C(C)(=O)[O-].[Ce+2].C(C)(=O)[O-] cerium(II) acetate